cyclobutyl-4-[5-methyl-4-(2-oxo-2,3-dihydro-benzooxazol-5-ylamino)-pyrimidin-2-ylamino]-benzamide C1(CCC1)C1=C(C(=O)N)C=CC(=C1)NC1=NC=C(C(=N1)NC=1C=CC2=C(NC(O2)=O)C1)C